[C@@H]12NC[C@@H]([C@@H](C1)C1=CC=C(C=C1)C1=CC(=CC3=CC(=CC=C13)C1=CC=C(C=C1)C(F)(F)F)C(=O)O)C2 4-(4-((1R,4R,5R)-2-Azabicyclo[2.2.1]heptan-5-yl)phenyl)-7-(4-(trifluoromethyl)phenyl)-2-naphthoic acid